(2R,4R)-N-(5-((-)-1-(3-cyanophenyl)-3-cyclopropyl-1-((R)-1,1-dimethylethylsulphinamido)propyl)-2-fluorophenyl)-4-hydroxypyrrolidine-2-carboxamide C(#N)C=1C=C(C=CC1)C(CCC1CC1)(N[S@](=O)C(C)(C)C)C=1C=CC(=C(C1)NC(=O)[C@@H]1NC[C@@H](C1)O)F